(2S,3S,4R)-1-O-(α-D-galactosyl)-2-(N-tetracosanoylamino)-1,3,4-hexanetriol [C@H]1([C@H](O)[C@@H](O)[C@@H](O)[C@H](O1)CO)OC[C@@H]([C@@H]([C@@H](CC)O)O)NC(CCCCCCCCCCCCCCCCCCCCCCC)=O